4-(((3S,4S)-1-((2,4-dichlorophenyl)sulfonyl)-4-hydroxy-4-(hydroxymethyl)pyrrolidin-3-yl)methyl)-2-fluorobenzonitrile ClC1=C(C=CC(=C1)Cl)S(=O)(=O)N1C[C@@H]([C@](C1)(CO)O)CC1=CC(=C(C#N)C=C1)F